COC(=O)C1=C(C=C(C=C1)C1CN(CCN1)C(=O)OCC1=CC=CC=C1)C Benzyl 3-(4-(methoxycarbonyl)-3-methylphenyl)piperazine-1-carboxylate